C(=O)(OC(C)(C)C)N1CC(CC1)N (-)-1-Boc-3-aminopyrrolidine